ClC=1C(=C(C=CC1)NC=1C(=NN2C1C(NCC2)=O)C2=CC(=NC=C2)NC2=NC=NC(=C2)OC)OC 3-[(3-chloro-2-methoxyphenyl)amino]-2-{2-[(6-methoxypyrimidin-4-yl)amino]pyridin-4-yl}-5H,6H,7H-pyrazolo[1,5-a]pyrazin-4-one